(S)-1,1-DIFLUOROHEX-5-ENE-2-SULFONAMIDE FC([C@H](CCC=C)S(=O)(=O)N)F